2-Methyl-5-[(E)-2-phenylethenyl]benzene-1,3-diol CC1=C(C=C(C=C1O)\C=C\C1=CC=CC=C1)O